ClC1=C(C(=O)NC=2C(=C(C=CC2F)NC(OC(C)(C)C)=O)F)C=C(C=C1F)NC(=O)[C@@H]1C([C@H]1C1=CC(=C(C(=C1)Cl)Cl)Cl)(Cl)Cl tert-Butyl (3-(2-chloro-5-((1R,3R)-2,2-dichloro-3-(3,4,5-trichlorophenyl)cyclopropane-1-carboxamido)-3-fluorobenzamido)-2,4-difluorophenyl)carbamate